2,6-dibromo-1,5-dihydroxy-4,8-dinitro-9,10-anthracenedione BrC1=C(C=2C(C3=C(C=C(C(=C3C(C2C(=C1)[N+](=O)[O-])=O)O)Br)[N+](=O)[O-])=O)O